Trans-4-chloro-2-[4-[(6-fluoro-2-methyl-3-pyridyl)-hydroxy-methyl]cyclohexyl]-5-(tetrahydropyran-3-ylmethylamino)pyridazin-3-one ClC=1C(N(N=CC1NCC1COCCC1)[C@@H]1CC[C@H](CC1)C(O)C=1C(=NC(=CC1)F)C)=O